C(C)(C)(C)N1N=CC(=C1)N 1-(tert-butyl)-1H-pyrazol-4-amine